[cyano-(5-ethynyl-4-isoquinolyl)methyl]-6,6-dimethyl-3-azabicyclo[3.1.0]hexane-2-carboxamide C(#N)C(C1=CN=CC2=CC=CC(=C12)C#C)C12C(NCC2C1(C)C)C(=O)N